ClC=1C=C(C=CC1F)N1N=CC(=C1)C=1C=C(C=C(C1)F)CN (3-(1-(3-chloro-4-fluorophenyl)-1H-pyrazol-4-yl)-5-fluorophenyl)methylamine